(4aS,9bS)-7-(trifluoromethoxy)-2,3,4a,9b-tetrahydro-1H-spiro[benzofuro[3,2-b]pyridine-4,1'-cyclopropane] FC(OC1=CC2=C(C=C1)[C@@H]1NCCC3(CC3)[C@@H]1O2)(F)F